3-(methoxy(methyl)carbamoyl)piperidine-1-carboxylic acid tert-butyl ester C(C)(C)(C)OC(=O)N1CC(CCC1)C(N(C)OC)=O